NC1CCC(CC1)NC=1C=C(C=CC1Br)C1=NNC(O1)=O 5-(3-{[(1R,4r)-4-aminocyclohexyl]amino}-4-bromophenyl)-1,3,4-oxadiazol-2(3H)-one